Ethyl 2-phenylindolizine-1-carboxylate C1(=CC=CC=C1)C=1C(=C2C=CC=CN2C1)C(=O)OCC